N1=CC=C(C=C1)C=C(C#N)C#N 2-(4-pyridylmethylene)malononitrile